8'-((3S,5R)-4-acryloyl-3,5-dimethylpiperazin-1-yl)-11'-(2,4-difluoro-5-iodophenyl)-10'-(trifluoromethyl)-2'H,4'H,6'H-spiro[cyclobutane-1,3'-[1,4]thiazepino[2,3,4-ij]quinazolin]-6'-one C(C=C)(=O)N1[C@H](CN(C[C@H]1C)C1=NC(N2C3=C(C(=C(C=C13)C(F)(F)F)C1=C(C=C(C(=C1)I)F)F)SCC1(C2)CCC1)=O)C